N-[5-[2-cyano-5-[[(3R)-3-piperidyl]methoxy]-4-pyridyl]pyrazolo[1,5-a]pyridin-2-yl]cyclopropanecarboxamide C(#N)C1=NC=C(C(=C1)C1=CC=2N(C=C1)N=C(C2)NC(=O)C2CC2)OC[C@H]2CNCCC2